((6-methoxy-2-methyl-1,2,3,4-tetrahydroisoquinolin-7-yl)amino)-5-((2-(tetrahydrofuran-2-yl)phenyl)amino)-1,2,4-triazine-6-carboxamide COC=1C=C2CCN(CC2=CC1NC=1N=NC(=C(N1)NC1=C(C=CC=C1)C1OCCC1)C(=O)N)C